C1(CC1)C1=C(C=C(C(=C1)I)C)N(C(C#CC(C)C)=O)C1=CC=C2C(=N1)C(N(C2)CC)=O N-(2-cyclopropyl-4-iodo-5-methylphenyl)-N-{6-ethyl-7-oxo-5H-pyrrolo[3,4-b]pyridin-2-yl}-4-methylpent-2-ynamide